Butyl-(6,7-diphenylnaphthalen-2-yl)sulfane C(CCC)SC1=CC2=CC(=C(C=C2C=C1)C1=CC=CC=C1)C1=CC=CC=C1